3-((2-hydroxyethyl)amino)valeronitrile OCCNC(CC#N)CC